N-((1S,9S)-9-ethyl-5-fluoro-9-hydroxy-4-methyl-10,13-dioxo-2,3,9,10,13,15-hexahydro-1H,12H-benzo[de]pyrano[3',4':6,7]indolizino[1,2-b]quinolin-1-yl)oxetane-2-carboxamide C(C)[C@]1(C(OCC=2C(N3CC=4C(=NC=5C=C(C(=C6C5C4[C@H](CC6)NC(=O)C6OCC6)C)F)C3=CC21)=O)=O)O